[Si](C1=CC=CC=C1)(C1=CC=CC=C1)(C(C)(C)C)OCC1(CC1)C(=O)C=1N=C2N(N1)[C@@H](C[C@@H]2F)C2=CC=CC=C2 [1-[[tert-butyl(diphenyl)silyl]oxymethyl]cyclopropyl]-[(5S,7S)-7-fluoro-5-phenyl-6,7-dihydro-5H-pyrrolo[1,2-b][1,2,4]triazol-2-yl]methanone